C(#N)C=1C=C2C=CC3=C(N=C(S3)NC(=O)C=3C(=NC=NC3OC)OC)C2=CC1 N-(7-cyanonaphtho[1,2-d]thiazol-2-yl)-4,6-dimethoxypyrimidine-5-carboxamide